C[C@@H](C(C1=CC=CC=C1)(C2=CC=CC=C2)O)O (S)-(-)-1,1-diphenyl-1,2-propanediol